ClC1=CC(=C2C(=N1)C=C(S2)C(=O)NC2=CC=NC=C2)N2CCOCC2 5-Chloro-7-morpholino-N-(pyridin-4-yl)thieno[3,2-b]pyridine-2-carboxamide